CN(CCOC=1C=CC(=C(C(=O)N[C@H](C)C2=CC(=CC(=C2)C=2SC(=CN2)C)C=2C=NN(C2)C)C1)C)C (R)-5-(2-(dimethylamino)ethoxy)-2-methyl-N-(1-(3-(1-methyl-1H-pyrazol-4-yl)-5-(5-methylthiazol-2-yl)phenyl)ethyl)benzamide